CC(C)(C)OC(=O)N[C@H]1CN(CC12CC2)C2=C1C=NN(C1=CC=C2NC(=O)C2=NN(C(C=C2)=O)C2=C(C=CC=C2F)F)[C@@H]2COCC2 2-methylpropan-2-yl{[(7R)-5-[5-({[1-(2,6-difluorophenyl)-6-oxo-1,2-diazin-3-yl]carbonyl}amino)-1-[(3S)-tetrahydro-3-furyl]indazol-4-yl]-5-azaspiro[2.4]heptan-7-yl]amino}methanoate